C(C)OC(=C)C=1C=C(C(N(C1)C)=O)F 5-(1-Ethoxyvinyl)-3-fluoro-1-methylpyridin-2(1H)-one